C(C)N1CCC(CC1)NC=1C=C2C(C(NC2=CC1)=O)=C(C1=CC=CC=C1)C=1NC=CN1 5-[(1-Ethylpiperidin-4-yl)amino]-3-[1H-imidazol-2-yl(phenyl)methylidene]-1H-indol-2-one